C(C1=CC=CC=C1)NC=1C=2N(N=C(C1)NCC1=NC=CC=C1)C(=NN2)C(C)C N8-benzyl-3-isopropyl-N6-(2-pyridylmethyl)-[1,2,4]triazolo[4,3-b]pyridazine-6,8-diamine